1'-(1-((2-(trimethylsilyl)ethoxy)methyl)-1H-pyrazol-4-yl)-[4,4'-bipiperidine]-1-carboxylic acid tert-butyl ester C(C)(C)(C)OC(=O)N1CCC(CC1)C1CCN(CC1)C=1C=NN(C1)COCC[Si](C)(C)C